(3-methoxyphenoxy)-N-(pyridin-3-yl)-N-(thiophen-2-ylmethyl)acetamide COC=1C=C(OCC(=O)N(CC=2SC=CC2)C=2C=NC=CC2)C=CC1